C(C1=CC=CC=C1)N1CC(CC1)(C(F)(F)F)C#CC1=C(C=C2C(=NC=NC2=C1)NC1=C(C(=CC=C1)Cl)F)[N+](=O)[O-] 7-((1-benzyl-3-(trifluoromethyl)pyrrolidin-3-yl)ethynyl)-N-(3-chloro-2-fluorophenyl)-6-nitroquinazolin-4-amine